C(C)(=O)OCCOCCOCCOCCO Tetraethylene glycol monoacetate